The molecule is a steroid sulfate that is 5alpha-ergostane substituted by sulfate groups at positions 2, 3 and 6 (the (2beta,3alpha,6alpha stereoisomer). It has a role as an anti-HIV-1 agent, an anti-HIV-2 agent and a metabolite. It is a conjugate acid of a halistanol sulfate G(3-). It derives from a hydride of a 5alpha-ergostane. C[C@H](CC[C@H](C)C(C)C)[C@H]1CC[C@@H]2[C@@]1(CC[C@H]3[C@H]2C[C@@H]([C@@H]4[C@@]3(C[C@@H]([C@H](C4)OS(=O)(=O)O)OS(=O)(=O)O)C)OS(=O)(=O)O)C